methyl 6-[(3-tetrahydropyran-2-ylimidazol-4-yl)sulfonimidoyl]pyridine-3-carboxylate O1C(CCCC1)N1C=NC=C1S(=O)(=N)C1=CC=C(C=N1)C(=O)OC